2-chloro-4-(4-(difluoromethyl)bicyclo[2.2.2]octan-1-ylamino)pyrimidine-5-carbonitrile ClC1=NC=C(C(=N1)NC12CCC(CC1)(CC2)C(F)F)C#N